cyclohexyl-phosphino-2'-(N,N-dimethylamino)biphenyl C1(CCCCC1)C=1C(=C(C=CC1)C1=C(C=CC=C1)N(C)C)P